methyl 5-chloro-6-methyl-2-oxo-1,2-dihydropyridine-3-carboxylate ClC=1C=C(C(NC1C)=O)C(=O)OC